benzo[1,2-b:3,4-b':5,6-b'']trithiophene S1C2=C(C=C1)C=1SC=CC1C=1SC=CC12